N-BENZYL-2-(2-FORMYLPIPERIDIN-1-YL)ACETAMIDE C(C1=CC=CC=C1)NC(CN1C(CCCC1)C=O)=O